COC([C@@H](C1=C(C=CC(=C1)F)OC)N1N=C2C(=C(C=CC2=C1)Br)F)=O |r| (2RS)-2-(6-bromo-7-fluoro-indazol-2-yl)-2-(5-fluoro-2-methoxy-phenyl)acetic acid methyl ester